1,3-dioxa-5-aza-2,4,6-triborinane O1BOBNB1